[Si](C)(C)(C(C)(C)C)N(C(C(F)(F)F)=O)C N-(tert-Butyldimethylsilyl)-N-methyltrifluoroacetamid